FC=1C=C2NC=3C=CC(=CC3C(C2=CC1)(C)C)CN1CCNCC1 6-Fluoro-9,9-dimethyl-2-(piperazin-1-ylmethyl)-9,10-dihydroacridine